9-bromo-1-Nonanol BrCCCCCCCCCO